2-[4-amino-7-(1H-pyrazol-5-yl)-2H-pyrazolo[4,3-c]quinolin-2-yl]propan-1-ol NC1=NC=2C=C(C=CC2C=2C1=CN(N2)C(CO)C)C2=CC=NN2